octyl-tin sulfate S(=O)(=O)([O-])[O-].C(CCCCCCC)[Sn+3].S(=O)(=O)([O-])[O-].S(=O)(=O)([O-])[O-].C(CCCCCCC)[Sn+3]